1-{3-bromo-2-[bromo(2H2)methyl]phenyl}-4-methyl-1,4-dihydro-5-tetraazolone BrC=1C(=C(C=CC1)N1N=NN(C1=O)C)C([2H])([2H])Br